3-iodo-1,4-dimethyl-5-nitro-1H-pyrrolo[2,3-b]pyridine IC1=CN(C2=NC=C(C(=C21)C)[N+](=O)[O-])C